4-{2-[({4-[2-(2-aminopyridin-3-yl)-5-phenylimidazo[4,5-b]pyridin-3-yl]phenyl}methyl)amino]ethyl}-2-methoxybenzaldehyde NC1=NC=CC=C1C1=NC=2C(=NC(=CC2)C2=CC=CC=C2)N1C1=CC=C(C=C1)CNCCC1=CC(=C(C=O)C=C1)OC